(R)-N-(3-(1-((2-Amino-5-chloropyridin-3-yl)oxy)ethyl)phenyl)-3-(difluoromethyl)benzamid NC1=NC=C(C=C1O[C@H](C)C=1C=C(C=CC1)NC(C1=CC(=CC=C1)C(F)F)=O)Cl